N-(1-phenylethyl)-6-(5-(trifluoromethyl)-1,2,4-oxadiazol-3-yl)imidazo[1,2-a]pyridine-2-carboxamide C1(=CC=CC=C1)C(C)NC(=O)C=1N=C2N(C=C(C=C2)C2=NOC(=N2)C(F)(F)F)C1